tert-butyl 2,8-bis((2S,3R)-1-amino-3-hydroxy-1-oxobutan-2-yl)-1,7-dioxo-2,5,8-triaza-dispiro[3.1.36.24]undecane-5-carboxylate NC([C@H]([C@@H](C)O)N1C(C2(C1)N(C1(C(N(C1)[C@H](C(N)=O)[C@@H](C)O)=O)CC2)C(=O)OC(C)(C)C)=O)=O